CC1=C(C=CC(=C1)N1CC(CC1)C(F)(F)F)NC=1C=CC2=C(OCC(N2)=O)C1 7-((2-methyl-4-(3-(trifluoromethyl)pyrrolidin-1-yl)phenyl)amino)-2H-benzo[b][1,4]oxazin-3(4H)-one